C(CCCCCCCCCCC)(=O)O.C(CCCCCCCCCCC)(N)N dodecanediamine dodecanoate